(S)-4-(((S)-2-fluoro-3-methoxypropyl)(4-(5,6,7,8-tetrahydro-1,8-naphthyridin-2-yl)butyl)amino)-2-((2-(trifluoromethyl)pyrimidin-4-yl)amino)butanoic acid F[C@@H](CN(CC[C@@H](C(=O)O)NC1=NC(=NC=C1)C(F)(F)F)CCCCC1=NC=2NCCCC2C=C1)COC